NCCNC(CC[Si](OC)(OC)OC)CCCCC N-(2-aminoethyl)-3-aminooctyltrimethoxysilane